2-(2-hydroxy-4-methoxyphenyl)-4(s)-phenylimidazole OC1=C(C=CC(=C1)OC)C=1NC=C(N1)C1=CC=CC=C1